CN(C1(C(C(C(C=C1)Br)(Br)Br)(Br)Br)Br)C1=CC=CC=C1 N-methyl-hexabromodiphenyl-amine